ClC=1C(=C(C=CC1)C(COC)NC=1C2=C(N=CN1)C=CC(=N2)O[C@@H]2CNCC2)F N-[1-(3-chloro-2-fluoro-phenyl)-2-methoxy-ethyl]-6-[(3S)-pyrrolidin-3-yl]oxy-pyrido[3,2-d]pyrimidin-4-amine